5-amino-3-(5-cyclopropylisoxazol-3-yl)-1-isopropyl-1H-pyrazole-4-carbonitrile NC1=C(C(=NN1C(C)C)C1=NOC(=C1)C1CC1)C#N